C1(=C(C(=CC=C1)N)N)C1=CC=CC=C1 biphenyl-2,3-diamine